3-(5-((1-(4'-chloro-[1,1'-biphenyl]-2-carbonyl)piperidin-4-yl)methyl)-1-oxoisoindoline-2-yl)piperidine-2,6-dione ClC1=CC=C(C=C1)C=1C(=CC=CC1)C(=O)N1CCC(CC1)CC=1C=C2CN(C(C2=CC1)=O)C1C(NC(CC1)=O)=O